FC1=NC(=CC=C1C1=NC=C2NC(N(C2=N1)CC1=CC=C(C=C1)C=1N(C=C(N1)C(F)(F)F)C)=O)OC 2-(2-fluoro-6-methoxypyridin-3-yl)-9-(4-(1-methyl-4-(trifluoromethyl)-1H-imidazol-2-yl)benzyl)-7,9-dihydro-8H-purin-8-one